C(C)N1N=C(C(=N1)C(=O)N[C@@H](C)C1=NC(=NO1)C1=CC(=CC=C1)F)C (S)-2-ethyl-N-(1-(3-(3-fluorophenyl)-1,2,4-oxadiazol-5-yl)ethyl)-5-methyl-2H-1,2,3-triazole-4-carboxamide